4,6-dichloro-5-hydroxy-N-(1-methyl-2,4-dioxo-3-(2-(trifluoromethoxy)benzyl)-1,2,3,4-tetrahydroquinazolin-5-yl)picolinamide ClC1=CC(=NC(=C1O)Cl)C(=O)NC1=C2C(N(C(N(C2=CC=C1)C)=O)CC1=C(C=CC=C1)OC(F)(F)F)=O